NC[C@@H](C)C=1C=C(C=CC1)NC=1C(=NC(=C(N1)CC)CC)C(=O)N (S)-3-((3-(1-aminopropane-2-yl)phenyl)amino)-5,6-diethylpyrazine-2-carboxamide